BrC=1C=C2CCN(CC2=CC1)C1C[C@@H]2N([C@@H](CN(C2)C2=C3C=CC=NC3=C(C=C2)C#N)C)C1 5-[(4R,8aS)-7-(6-bromo-3,4-dihydro-1H-isoquinolin-2-yl)-4-methyl-3,4,6,7,8,8a-hexahydro-1H-pyrrolo[1,2-a]pyrazin-2-yl]quinoline-8-carbonitrile